BrC=1C=C2C(NC(NC2=CC1)=O)=O 6-bromoquinazoline-2,4(1h,3h)-dione